tert-Butyl (4-(4,5-dimethoxy-2-(quinoxaline-2-carboxamido)benzamido) phenethyl)carbamate COC1=CC(=C(C(=O)NC2=CC=C(CCNC(OC(C)(C)C)=O)C=C2)C=C1OC)NC(=O)C1=NC2=CC=CC=C2N=C1